bis(triisopropoxysilylpropyl) disulfide C(C)(C)O[Si](OC(C)C)(OC(C)C)CCCSSCCC[Si](OC(C)C)(OC(C)C)OC(C)C